C[SiH](O[SiH3])C (dimethylsiloxy)silan